ClC=1C(=NC2=C(C(=NC(=C2C1)N1CCN(CC1)C(C=C)=O)CO)C(=O)N1[C@H](CC[C@@H]1C)C)C1=C(C=CC=C1)F 1-(4-(3-chloro-8-(((2S,5S)-2,5-dimethyl-1-pyrrolidinyl)carbonyl)-2-(2-fluorophenyl)-7-(hydroxymethyl)-1,6-naphthyridin-5-yl)-1-piperazinyl)-2-propen-1-one